6-[[(3S)-3-methylpiperidin-1-yl]methyl]-2,3-dihydroisoindol-1-one C[C@@H]1CN(CCC1)CC1=CC=C2CNC(C2=C1)=O